CS(=O)(=O)C1(CC1)CO (1-methylsulfonylcyclopropyl)methanol